BrC=1C=CC=2N(C1)C(=CN2)I 6-bromo-3-iodoimidazo[1,2-a]pyridine